3-(2,5-dihydroxyphenyl)acrylic acid OC1=C(C=C(C=C1)O)C=CC(=O)O